2-hydroxy-6-trifluoromethyl-nicotinic acid OC1=C(C(=O)O)C=CC(=N1)C(F)(F)F